NC=1C=CC(=C2CN(C(C12)=O)CC(C#N)=C)C1=CC(=C(C=C1)N)C(C1=CC=CC=C1)=O 2-{[7-amino-4-(4-amino-3-benzoylphenyl)-1-oxo-2,3-dihydro-1H-isoindol-2-yl]methyl}prop-2-enenitrile